ClC1=CC=C(C=C1)NC(=O)C1(COC1)C1=NC=2CCCN(C2C=C1)C(=O)C1=NC=CC(=N1)C N-(4-chlorophenyl)-3-(5-(4-methylpyrimidine-2-carbonyl)-5,6,7,8-tetrahydro-1,5-naphthyridin-2-yl)oxetane-3-carboxamide